3-[1-methyl-7-[4-(3-methyl-2-oxo-imidazol-1-yl)phenoxy]indazol-5-yl]triazole-4-carboxamide CN1N=CC2=CC(=CC(=C12)OC1=CC=C(C=C1)N1C(N(C=C1)C)=O)N1N=NC=C1C(=O)N